ClC1=CC=C(C=N1)C(CO)(F)F 2-(6-chloro-3-pyridyl)-2,2-difluoro-ethanol